(R)-6-(4-((1-phenylethyl)amino)quinazolin-6-yl)isobenzofuran-1(3H)-one C1(=CC=CC=C1)[C@@H](C)NC1=NC=NC2=CC=C(C=C12)C1=CC=C2COC(C2=C1)=O